tert-butyl 4-(4-((4-nitrobenzyl)oxy)phenyl)-1H-imidazole-1-carboxylate [N+](=O)([O-])C1=CC=C(COC2=CC=C(C=C2)C=2N=CN(C2)C(=O)OC(C)(C)C)C=C1